(2S,6R)-2,6-dimethyl-4-(3-(4-methyl-1H-indazol-5-yl)imidazo[1,2-b]pyridazin-6-yl)morpholine C[C@H]1CN(C[C@H](O1)C)C=1C=CC=2N(N1)C(=CN2)C=2C(=C1C=NNC1=CC2)C